5-Ethyl-N4-(3-[N-(1,1-dimethylethyl)sulfamoyl]phenyl)-N2-[4-morpholinophenyl]pyrimidine-2,4-diamine C(C)C=1C(=NC(=NC1)NC1=CC=C(C=C1)N1CCOCC1)NC1=CC(=CC=C1)S(NC(C)(C)C)(=O)=O